C(#N)C=1C(=NC=2CNCCC2C1C1=C(C=CC(=C1)OC)F)N1CC2(CN(C2)C(=O)OC(C)(C)C)CC1 tert-butyl 6-(3-cyano-4-(2-fluoro-5-methoxyphenyl)-5,6,7,8-tetrahydro-1,7-naphthyridin-2-yl)-2,6-diazaspiro[3.4]octane-2-carboxylate